C1(=CC=CC=C1)P(N(C)C)(N(C)C)=O phenyl-bis(dimethylamino)phosphine oxide